N-(6-((4-chlorophenyl)sulfonamido)-1-phenyl-1H-pyrazolo[3,4-d]pyrimidin-4-yl)-5-nitrothiophene-2-carboxamide ClC1=CC=C(C=C1)S(=O)(=O)NC1=NC(=C2C(=N1)N(N=C2)C2=CC=CC=C2)NC(=O)C=2SC(=CC2)[N+](=O)[O-]